C1(CC1)C1=CC(=NO1)C(=O)N1CCC(CC1)N1N=CC(=C1)CNC1=C2C(N(C(C2=CC=C1)=O)C1C(NC(CC1)=O)=O)=O 4-(((1-(1-(5-cyclopropylisoxazole-3-carbonyl)piperidin-4-yl)-1H-pyrazol-4-yl)methyl)amino)-2-(2,6-dioxopiperidin-3-yl)isoindoline-1,3-dione